5-(bis(7-bromo-1H-pyrrolo[2,3-c]pyridin-3-yl)methyl)benzene-1,2,3-triol BrC=1N=CC=C2C1NC=C2C(C=2C=C(C(=C(C2)O)O)O)C2=CNC1=C(N=CC=C12)Br